C(#N)CCOC(C(CO)CCCCN)(O)P(=O)N(C(C)C)C(C)C cyanoethoxydiisopropylaminophosphinyl-(±)-2-(4-aminobutyl)-1,3-propanediol